FC1=CC=C(C=C1)C(CN1CCC(CC1)CNC(C1=CN=C(C=C1)COC)=O)=O N-((1-(2-(4-fluorophenyl)-2-oxoethyl)piperidin-4-yl)methyl)-6-(methoxymethyl)nicotinamide